tert-Butyl 2-(2-cyanophenyl)-2,7-diazaspiro[4.5]decane-7-carboxylate C(#N)C1=C(C=CC=C1)N1CC2(CC1)CN(CCC2)C(=O)OC(C)(C)C